norbornanyl-carbon C12(CCC(CC1)C2)[C]